4-[1-(2-aminophenyl)ethyl]-N-(piperidin-3-yl)-5-(trifluoromethyl)pyrimidin-2-amine NC1=C(C=CC=C1)C(C)C1=NC(=NC=C1C(F)(F)F)NC1CNCCC1